ClC=1C=C2C(=NC1OC)C(=C(N2C)C2=NC(=NN2)C(C(F)(F)F)OC)N2C=NC=C2 6-chloro-3-(1H-imidazol-1-yl)-5-methoxy-1-methyl-2-(3-(2,2,2-trifluoro-1-methoxy-ethyl)-1H-1,2,4-triazol-5-yl)-1H-pyrrolo[3,2-b]pyridine